(-)-Methyl-4-oxo-2-phenyl-3-(4-(p-tolyl)buta-2,3-dien-1-yl)chromane-3-carboxylate COC(=O)C1(C(OC2=CC=CC=C2C1=O)C1=CC=CC=C1)CC=C=CC1=CC=C(C=C1)C